3-(6-hydroxymethylpyrimidin-4-yl)-N-(1-(5-fluoro-2-hydroxyphenyl)ethyl)imidazole OCC1=CC(=NC=N1)N1CN(C=C1)C(C)C1=C(C=CC(=C1)F)O